benzo[d]isothiazolin-3-one formate C(=O)O.S1NC(C2=C1C=CC=C2)=O